furo[2,3-b]furan O1C=CC2=C1OC=C2